ClC1=CC=C2NC=3CC(CC(C3C(C2=C1)=O)=O)C=1SC(=CC1)OC1=CC(=CC=C1)OC(F)(F)F 7-chloro-3-(5-(3-(trifluoromethoxy)phenoxy)thiophen-2-yl)-3,4-dihydroacridine-1,9(2H,10H)-dione